FC(OC1=C(C=C(C=C1)OC1=CC=C2CCN(CC2=C1)C)C1=NNC=C1NC(=O)C=1C=NN2C1N=CC=C2)F N-[3-[2-(difluoromethoxy)-5-[(2-methyl-3,4-dihydro-1H-isoquinolin-7-yl)oxy]phenyl]-1H-pyrazol-4-yl]pyrazolo[1,5-a]pyrimidine-3-carboxamide